[Ni].[In] Indium Nickel